n-Hexanthiol C(CCCCC)S